(S)-2-(2-methylpyridin-3-yl)-5-(4-(4-(trifluoromethyl)pyrazolo[1,5-a]pyridin-2-yl)-1,4,6,7-tetrahydro-5H-imidazo[4,5-c]pyridin-5-yl)-1,3,4-oxadiazole CC1=NC=CC=C1C=1OC(=NN1)N1[C@@H](C2=C(CC1)NC=N2)C2=NN1C(C(=CC=C1)C(F)(F)F)=C2